NCC=1C=C(C=CC1)C1=NN2C(C(=N1)C(=O)NC1=C(C=CC=C1C)CC(=O)O)=CC=C2 2-(2-(2-(3-(aminomethyl)phenyl)pyrrolo[2,1-f][1,2,4]triazine-4-carboxamido)-3-methylphenyl)acetic acid